ClC=1C(=C(C(=CC1)N1N=NN=C1)C=1C=CC(=[N+](C1)[O-])[C@@H](CN1C(CCC1)=O)N1N=CC(=C1)C1=CC(=NC=C1)F)F |o1:19| (R*)-5-(3-Chloro-2-fluoro-6-(1H-tetrazol-1-yl)phenyl)-2-(1-(4-(2-fluoropyridin-4-yl)-1H-pyrazol-1-yl)-2-(2-oxopyrrolidin-1-yl)ethyl)pyridine 1-oxide